normalbutyl stearate C(CCCCCCCCCCCCCCCCC)(=O)OCCCC